F[P-](F)(F)(F)(F)F.N1=C(C=CC=C1)C1=C(C=CC=C1)[Ir+]C1=C(C=CC=C1)C1=NC=CC=C1 bis((2-pyridyl)phenyl)iridium (III) hexafluorophosphate